2-[2-(tert-butyl-dimethyl-silanyloxy)-ethyl]-4-methyl-pentanoic acid C(C)(C)(C)[Si](OCCC(C(=O)O)CC(C)C)(C)C